oxazolo[5,4-d]pyrimidin-7-amine N1=COC=2N=CN=C(C21)N